NC1=NN2C(C=C(C=C2)C=2C=C(C(=NC2)C)C(=O)NCC2=C(C=CC=C2)OC(C(F)F)(F)F)=N1 5-{2-amino-[1,2,4]triazolo-[1,5-a]pyridin-7-yl}-2-methyl-N-{[2-(1,1,2,2-tetrafluoroethoxy)phenyl]-methyl}pyridine-3-carboxamide